The molecule is a dicarboxylic acid dianion obtained by deprotonation of both carboxy groups of of azelaic acid; major species at pH 7.3. It is a dicarboxylic acid dianion and an azelaate. It is a conjugate base of a nonanedioic acid. C(CCCC(=O)[O-])CCCC(=O)[O-]